S(=O)(=O)(ON1[C@@H]2CC[C@H](N(C1=O)C2)C(NC(=O)C=2N=CSC2)=N)[O-].[Na+] Sodium (2S,5R)-7-oxo-2-(N-(thiazole-4-carbonyl)carbamimidoyl)-1,6-diazabicyclo[3.2.1]octan-6-yl Sulfate